4-(4-carbomethoxyphenyl)butyraldehyde C(=O)(OC)C1=CC=C(C=C1)CCCC=O